6-bromo-1-(1-methyl-1H-tetrazol-5-yl)-2-(phenylsulfonyl)-1H-benzo[d]imidazole BrC=1C=CC2=C(N(C(=N2)S(=O)(=O)C2=CC=CC=C2)C2=NN=NN2C)C1